CC1CN(CCO1)C(=O)C1CN(C1)C(=O)[O-] 3-(2-methylmorpholine-4-carbonyl)azetidine-1-carboxylate